C1(CC1)NC(C([C@H](CCC(C)(F)F)NC(=O)[C@H]1N(CC(CC1)(F)F)C([C@H](C(C)(C)C)NC(OC)=O)=O)=O)=O methyl ((S)-1-((S)-2-(((S)-1-(cyclopropylamino)-6,6-difluoro-1,2-dioxoheptan-3-yl)carbamoyl)-5,5-difluoropiperidin-1-yl)-3,3-dimethyl-1-oxobutan-2-yl)carbamate